F[C@H]1CNCC[C@H]1NC1=C2C=C(N(C2=CC=C1)CC(F)(F)F)C#CCNC1=CC=C(C2=C1OCC21CC1)P(C)(C)=O (7-((3-(4-(((3S,4R)-3-fluoropiperidin-4-yl)amino)-1-(2,2,2-trifluoroethyl)-1H-indol-2-yl)prop-2-yn-1-yl)amino)-2H-spiro[benzofuran-3,1'-cyclopropane]-4-yl)dimethylphosphine oxide